(6-(3-(4-methyl-5-oxo-4,5-dihydro-1,3,4-oxadiazol-2-yl)-5-(trifluoromethyl)-1H-pyrazol-1-yl)pyridin-3-yl)benzamide tris(1,1,1,3,3,3-hexafluoro-2-propyl)phosphite FC(C(C(F)(F)F)OP(OC(C(F)(F)F)C(F)(F)F)OC(C(F)(F)F)C(F)(F)F)(F)F.CN1N=C(OC1=O)C1=NN(C(=C1)C(F)(F)F)C1=CC=C(C=N1)C1=C(C(=O)N)C=CC=C1